N-methyl-1-(5-(trifluoromethyl)pyrimidin-2-yl)piperidin-4-ylamine hydrochloride Cl.CNC1CCN(CC1)C1=NC=C(C=N1)C(F)(F)F